O=C1C[C@@H](CN1)OC(=O)N1CCN(CC1)C1=NC=2N(C=C1)N=CC2C=2C(=NC=CC2)OC2CN(C2)C(C)=O.C(CCCCCCC)N2SCCC2=O 2-N-octyl-isothiazolin-3-one (S)-5-oxopyrrolidin-3-yl-4-(3-(2-((1-acetylazetidin-3-yl)oxy)pyridin-3-yl)pyrazolo[1,5-a]pyrimidin-5-yl)piperazine-1-carboxylate